tert-butyl {4-methyl-1-oxa-3,8-diazaspiro[4.5]decan-8-yl}carboxylate CC1NCOC12CCN(CC2)C(=O)OC(C)(C)C